C1(=CC=CC=C1)CCCCC=1NC2=C(N1)C=CC=C2 2-(4-Phenylbutyl)benzimidazole